6-(6-(1-(8-Isobutyl-8-azabicyclo[3.2.1]octan-3-yl)piperidin-4-yl)-1,4-dimethyl-1H-benzo[d]imidazol-2-yl)-8-methoxy-[1,2,4]triazolo[1,5-a]pyridin C(C(C)C)N1C2CC(CC1CC2)N2CCC(CC2)C=2C=C(C1=C(N(C(=N1)C=1C=C(C=3N(C1)N=CN3)OC)C)C2)C